(3S)-3-{[3-cyclopropyl-N-(5,7-difluoro-1H-indole-2-carbonyl)-L-alanyl]amino}-2-oxo-4-[(3S)-2-oxopyrrolidin-3-yl]butyl-N-(tert-butoxycarbonyl)-L-valinate C1(CC1)C[C@H](NC(=O)C=1NC2=C(C=C(C=C2C1)F)F)C(=O)N[C@H](C(CN([C@@H](C(C)C)C(=O)[O-])C(=O)OC(C)(C)C)=O)C[C@H]1C(NCC1)=O